4-[5-(3,5-dichlorophenyl)-5-trifluoromethyl-4,5-dihydroisoxazol-3-yl]-2-methyl-N-[(2,2,2-trifluoro-ethylcarbamoyl)-methyl]Benzamide ClC=1C=C(C=C(C1)Cl)C1(CC(=NO1)C1=CC(=C(C(=O)NCC(NCC(F)(F)F)=O)C=C1)C)C(F)(F)F